N1=C(C=NC=C1)C=CC(=O)O 3-(pyrazin-2-yl)prop-2-enoic acid